2-(4-aminopiperidin-1-yl)-9-isopropyl-N-((6'-(trifluoromethyl)-[2,3'-bipyridin]-3-yl)methyl)-9H-purin-6-amine NC1CCN(CC1)C1=NC(=C2N=CN(C2=N1)C(C)C)NCC=1C(=NC=CC1)C=1C=NC(=CC1)C(F)(F)F